(5-(methyl-((1S,2S)-2-(methylamino)cyclohexyl)amino)-1-oxoisoindolin-2-yl)piperidine-2,6-dione CN(C=1C=C2CN(C(C2=CC1)=O)N1C(CCCC1=O)=O)[C@@H]1[C@H](CCCC1)NC